CC1C(NC2CC1C2)CO (4-methyl-2-azabicyclo[3.1.1]hept-3-yl)methanol